CC1=NC=C(C=C1[N+](=O)[O-])C(F)(F)F 2-methyl-3-nitro-5-(trifluoromethyl)pyridine